4-(8-(3-(5-oxo-5,6-dihydro-1,6-naphthyridin-7-yl)propanoyl)-3,8-diazabicyclo[3.2.1]octan-3-yl)benzonitrile O=C1C=2C=CC=NC2C=C(N1)CCC(=O)N1C2CN(CC1CC2)C2=CC=C(C#N)C=C2